2,4-dibromo-6-isopropylphenyl acrylate C(C=C)(=O)OC1=C(C=C(C=C1C(C)C)Br)Br